ClC1=CC=C(N=N1)NC1[C@@H]2CN(C[C@H]12)C(=O)OC(C)(C)C Tert-butyl (1R,5S,6s)-6-[(6-chloropyridazin-3-yl)amino]-3-azabicyclo[3.1.0]hexane-3-carboxylate